BrC1=CC(=C(C2=C1CCO2)Cl)C=O 4-bromo-7-chloro-2,3-dihydrobenzofuran-6-carbaldehyde